5-(4-((6-cyclopropyl-5,7-dioxo-4,5,6,7-tetrahydrooxazolo[4,5-d]pyrimidin-2-yl)methyl)piperazin-1-yl)-N-methylpicolinamide C1(CC1)N1C(NC2=C(C1=O)OC(=N2)CN2CCN(CC2)C=2C=CC(=NC2)C(=O)NC)=O